FC1=C(C(=CC=C1)C)[C@H]1C[C@@H](CC1)C1=CC=2C(=NC(=CN2)C)N(C1=O)CC1=NC=CC=C1C(F)(F)F 7-((1R,3R)-3-(2-Fluoro-6-methylphenyl)cyclopentyl)-3-methyl-5-((3-(trifluoromethyl)pyridin-2-yl)methyl)pyrido[2,3-b]pyrazin-6(5H)-one